NC1=CC=C(C(=N1)C)CNC(=O)[C@@H]1CCC=2N1C(C(=NC2)NCC2CCOCC2)=O (S)-N-((6-amino-2-methylpyridin-3-yl)methyl)-4-oxo-3-(((tetrahydro-2H-pyran-4-yl)methyl)amino)-4,6,7,8-tetrahydropyrrolo[1,2-a]pyrazine-6-carboxamide